NC1CCN(CC1)C(CCN1CCN(CC1)C=1C=NN(C1)C1C(NC(CC1)=O)=O)=O 3-(4-(4-(3-(4-aminopiperidin-1-yl)-3-oxopropyl)piperazin-1-yl)-1H-pyrazole-1-yl)piperidine-2,6-dione